2-(1-(5-Acetylisoindolin-2-yl)ethyl)-5-((1-(methylsulfonyl)piperidin-4-yl)-methoxy)-4H-pyran-4-one C(C)(=O)C=1C=C2CN(CC2=CC1)C(C)C=1OC=C(C(C1)=O)OCC1CCN(CC1)S(=O)(=O)C